CC1=C(C=2N(C=C1C1=C(C3=NC(=CC=C3N1)N1[C@H](CN([C@H](C1)C)C(C)C)C)C(C)C)N=CN2)C (2S,5S)-1-(2-{7,8-Dimethyl-[1,2,4]triazolo[1,5-a]pyridin-6-yl}-3-(propan-2-yl)-1H-pyrrolo[3,2-b]pyridin-5-yl)-2,5-dimethyl-4-(propan-2-yl)piperazin